ethyl 1-(2-aminoethyl)-5-((4-chlorobenzyl)carbamoyl)-1H-pyrrole-2-carboxylate NCCN1C(=CC=C1C(NCC1=CC=C(C=C1)Cl)=O)C(=O)OCC